2-(3-((tert-butyldimethylsilyl)oxy)-8-azabicyclo[3.2.1]octan-8-yl)ethan-1-ol [Si](C)(C)(C(C)(C)C)OC1CC2CCC(C1)N2CCO